FC1=C(C=C(C=C1)C(C=O)=O)C (4-FLUORO-3-METHYL-PHENYL)-OXO-ACETALDEHYDE